tert-butyl 4-(3-cyano-6-(methoxy(methyl)carbamoyl)-1-methyl-2-oxo-1,2-dihydro-1,5-naphthyridin-4-yl)piperazine-1-carboxylate C(#N)C=1C(N(C2=CC=C(N=C2C1N1CCN(CC1)C(=O)OC(C)(C)C)C(N(C)OC)=O)C)=O